(S)-4-(4-Acryloyl-2-methylpiperazin-1-yl)-6,7-dichloro-1-(2-isopropylphenyl)pyrido[2,3-d]pyrimidin-2(1H)-one C(C=C)(=O)N1C[C@@H](N(CC1)C=1C2=C(N(C(N1)=O)C1=C(C=CC=C1)C(C)C)N=C(C(=C2)Cl)Cl)C